C(C)(C)(C)OC(=O)NC=1SC=C(N1)/C(/C(=O)OCC)=N/OC ethyl (Z)-2-(2-((tert-butoxycarbonyl)amino)thiazol-4-yl)-2-(methoxyimino)acetate